N-cyclohexyl-N'-(pyridin-4-yl)terephthalamide C1(CCCCC1)NC(C1=CC=C(C(=O)NC2=CC=NC=C2)C=C1)=O